methanediamine chloride [Cl-].C(N)N